2-[[(1R)-1-[2-(3,5-Difluorophenyl)-6-methyl-4-oxo-chromen-8-yl]ethyl]amino]benzoic acid FC=1C=C(C=C(C1)F)C=1OC2=C(C=C(C=C2C(C1)=O)C)[C@@H](C)NC1=C(C(=O)O)C=CC=C1